C(CCCCCCCCCCCCCCCCC)OC(O)=O.C(C)(C)(C)C=1C=C(C=C(C1O)C(C)(C)C)C(C(=O)O)C (3,5-di-tert-butyl-4-hydroxyphenyl)propanoic acid octadecyl-carbonate